P(=O)(OCCCCCCCCCCCCCCCCCCCCOC(C=C)=O)(O)O acryloxyeicosyl dihydrogen phosphate